N-(4-bromo-2-pyridyl)piperidine-1-carboxamide BrC1=CC(=NC=C1)NC(=O)N1CCCCC1